[4-(2-methyl-2H-[1,2,3]triazol-4-yl)-benzyl]-{6-[7-(1-oxetan-3-yl-piperidin-4-ylmethoxy)-imidazo[1,2-a]pyridin-3-yl]-pyrimidin-4-yl}-amine CN1N=CC(=N1)C1=CC=C(CNC2=NC=NC(=C2)C2=CN=C3N2C=CC(=C3)OCC3CCN(CC3)C3COC3)C=C1